N-[5-(trifluoromethyl)-2-pyridinyl]sulfonylcarbamic acid methyl ester COC(NS(=O)(=O)C1=NC=C(C=C1)C(F)(F)F)=O